N-[(2S)-2-benzyl-3-methylbutyl]-1-methyl-5-oxo-4,5-dihydro-1H-1,2,4-triazole-3-carboxamide C(C1=CC=CC=C1)[C@H](CNC(=O)C1=NN(C(N1)=O)C)C(C)C